C(#N)C=1C(=NC(=CC1C(F)(F)F)C(F)(F)F)N1N=C(C=C1C(=O)N(C)C1=CC=C(C=C1)F)C(F)(F)F 1-(3-cyano-4,6-bis(trifluoromethyl)pyridin-2-yl)-N-(4-fluorophenyl)-N-methyl-3-(trifluoromethyl)-1H-pyrazole-5-carboxamide